pentaerythritol tetrakis(3-(3,5-dineopentyl-4-hydroxyphenyl) propionate) C(C(C)(C)C)C=1C=C(C=C(C1O)CC(C)(C)C)CCC(=O)OCC(COC(CCC1=CC(=C(C(=C1)CC(C)(C)C)O)CC(C)(C)C)=O)(COC(CCC1=CC(=C(C(=C1)CC(C)(C)C)O)CC(C)(C)C)=O)COC(CCC1=CC(=C(C(=C1)CC(C)(C)C)O)CC(C)(C)C)=O